COC=1C(=CC2=CN(N=C2C1)C1CCC(CC1)N1CCC2(CCN(CC2)C(=O)[O-])CC1)NC(C1=NC(=CC=C1)C(F)(F)F)=O 9-((1s,4s)-4-(6-methoxy-5-(6-(trifluoromethyl)picolinamido)-2H-indazol-2-yl)cyclohexyl)-3,9-Diazaspiro[5.5]undecane-3-carboxylate